4-{[(4-chloroquinolin-7-yl)oxy]Methyl}piperidine-1-carboxylic acid tert-butyl ester C(C)(C)(C)OC(=O)N1CCC(CC1)COC1=CC=C2C(=CC=NC2=C1)Cl